4-(2-methylphenoxy)-6-(2,2,3,3-tetramethylcyclopropyl)pyrimidin-2-amine CC1=C(OC2=NC(=NC(=C2)C2C(C2(C)C)(C)C)N)C=CC=C1